2-(2,4-Difluorobenzoyl)-N-(1-(4-(2-(difluoromethyl)-4-methoxy-1H-benzo[d]imidazol-1-yl)-6-morpholino-1,3,5-triazin-2-yl)pyrrolidin-3-yl)hydrazine-1-carboxamide FC1=C(C(=O)NNC(=O)NC2CN(CC2)C2=NC(=NC(=N2)N2C(=NC3=C2C=CC=C3OC)C(F)F)N3CCOCC3)C=CC(=C1)F